NC1=CC=C(C=N1)CNC([C@H](C)NC(=O)[C@@H]1N(C[C@@H](C1)C1=CC=CC=C1)C(=O)OC(C)(C)C)=O tert-butyl (2R,4S)-2-(((S)-1-(((6-aminopyridin-3-yl) methyl) amino)-1-oxopropan-2-yl) carbamoyl)-4-phenylpyrrolidine-1-carboxylate